(S)-Methyl 2-((2-(dimethoxymethyl)benzyl)amino)propanoate COC(C1=C(CN[C@H](C(=O)OC)C)C=CC=C1)OC